3-pyridinyl-formaldehyde N1=CC(=CC=C1)C=O